C=CC(=O)OC(C1=CC=CC=C1)[N+](=O)[O-] Nitrobenzyl acrylate